BrC1=C(C(=C(C=2C3=C(SC21)C=C(C(C3([2H])C3=C(C(=C(C(=C3[2H])[2H])[2H])[2H])[2H])[2H])[2H])[2H])[2H])[2H] 6-bromo-1-(phenyl-d5)dibenzo[b,d]thiophene-1,2,3,7,8,9-d6